C(C)(=O)NC(C)(C)C1=NC(=C(C=C1F)F)C1=CC=C(C=C1)F (2-Acetamidopropan-2-yl)-3,5-difluoro-6-(4-fluorophenyl)pyridin